13-Nonacosenoic acid C(CCCCCCCCCCCC=CCCCCCCCCCCCCCCC)(=O)O